FC1=C(C=CC(=C1)[C@@H]1CC[C@H](CC1)CCC)C1=CC=C(C=C1)[C@@H]1CC[C@H](CC1)CCC 2-fluoro-4,4'-bis-(trans-4-propylcyclohexyl)-biphenyl